O=C1NC(CCC1N1C(C2=CC=C(C=C2C1)OCCCCC(=O)N1CCN(CC1)C1CCN(CC1)C=1C(=CC2=C(C(C=3NC4=CC(=CC=C4C3C2=O)C#N)(C)C)C1)CC)=O)=O 8-(4-(4-(5-((2-(2,6-dioxopiperidin-3-yl)-1-oxoisoindolin-5-yl)oxy)valeryl)piperazin-1-yl)piperidin-1-yl)-9-ethyl-6,6-dimethyl-11-oxo-6,11-dihydro-5H-benzo[b]carbazole-3-carbonitrile